2-(methylsulfonyl)-N-(3-(trifluoromethyl)bicyclo[1.1.1]pentan-1-yl)benzamide CS(=O)(=O)C1=C(C(=O)NC23CC(C2)(C3)C(F)(F)F)C=CC=C1